2-(methoxycarbonyl)-1-p-toluenesulfonyl-1H-pyrrolo[2,3-b]pyridine-5-carbonitrile COC(=O)C1=CC=2C(=NC=C(C2)C#N)N1S(=O)(=O)C1=CC=C(C)C=C1